FC=1C=C2C(=NC(=NC2=C(C1C1=CC(=CC2=CC=CC=C12)O)F)OCC1(CC1)CN(C)C)N1C[C@@]2(CC[C@H](C1)N2)C 2-(((6,8-difluoro-7-(3-hydroxynaphthalen-1-yl)-4-((1S,5R)-1-methyl-3,8-diazabicyclo[3.2.1]octan-3-yl)quinazolin-2-yl)oxy)methyl)-2-((dimethylamino)methyl)cyclopropane